(3R,4R)-4-((S)-5H-imidazo[5,1-a]isoindol-5-yl)-tetrahydrofuran-3-amine C=1N=CN2C1C1=CC=CC=C1[C@@H]2[C@H]2[C@H](COC2)N